COC=1C(=CC(=C(C1)N1CCC(CC1)N1CCN(CC1)C(=O)OC(C)(C)C)C(=C)C)[N+](=O)[O-] tert-butyl 4-{1-[5-methoxy-4-nitro-2-(prop-1-en-2-yl)phenyl]piperidin-4-yl}piperazine-1-carboxylate